C[C@@H]1[C@H](C2=NC=CC=C2O1)CN(C(OC(C)(C)C)=O)CC=C tert-butyl {[(2R,3S)-2-methyl-2,3-dihydrofuro[3,2-b]pyridin-3-yl]methyl}prop-2-en-1-ylcarbamate